NC1=C(N=NC(=C1)Cl)Cl 4-amino-3,6-dichloropyridazine